1-(4-ethoxy-5-methoxypyridin-2-yl)-2-(methylsulfonyl)ethanone C(C)OC1=CC(=NC=C1OC)C(CS(=O)(=O)C)=O